(3-chloro-5-fluoro-4-hydroxyphenyl)(spiro[cyclopropane-1,2'-pyrido[4,3-b][1,4]oxazin]-4'(3'H)-yl)methanone ClC=1C=C(C=C(C1O)F)C(=O)N1C2=C(OC3(C1)CC3)C=CN=C2